Ethyl 2-(benzo[d]thiazol-6-ylamino)-4-(4-fluorophenyl)-6-methyl-1,4-dihydropyrimidine-5-carboxylate S1C=NC2=C1C=C(C=C2)NC=2NC(=C(C(N2)C2=CC=C(C=C2)F)C(=O)OCC)C